ClC=1C(=CC(=C(C1)S(=O)(=O)NC=1SC=CN1)F)NCCCCNCC1(NCCC1)CC1=CC(=CC=C1)OC 5-chloro-2-fluoro-4-{[4-({[2-(3-methoxy-benzyl)-pyrrolidin-2-yl]methyl}-amino)-butyl]amino}-N-1,3-thiazol-2-ylbenzenesulfonamide